CC1=C(C2=CC(=CC=C2C=C1)C)O 2,7-dimethylnaphthalene-1-ol